(3-((Dimethylamino)methyl)-4-hydroxy-4-(3-methoxyphenyl)piperidin-1-yl)(1-phenylcyclohexyl)methanone hydrochloride Cl.CN(C)CC1CN(CCC1(C1=CC(=CC=C1)OC)O)C(=O)C1(CCCCC1)C1=CC=CC=C1